(S)-2-((2-((4-chloro-2-fluorobenzyl)carbamoyl)-5,8-dihydro-1,7-naphthyridin-7(6H)-yl)methyl)-3-(oxetan-2-ylmethyl)-3H-imidazo[4,5-b]pyridine-5-carboxylic acid ClC1=CC(=C(CNC(=O)C2=NC=3CN(CCC3C=C2)CC2=NC=3C(=NC(=CC3)C(=O)O)N2C[C@H]2OCC2)C=C1)F